6-METHYL-3(1H)INDAZOLECARBOXALDEHYDE CC1=CC=C2C(=NNC2=C1)C=O